C12(CC3CC(CC(C1)C3)C2)NCC=2N=C(SC2)C(=O)NC2=CC=C(C=C2)N2C(NC(CC2)=O)=O 4-(((adamantan-1-yl)amino)methyl)-N-(4-(2,4-dioxotetrahydropyrimidin-1(2H)-yl)phenyl)thiazole-2-carboxamide